(R)-2-((6-methoxybenzo[d]thiazol-2-yl)amino)-N-(pyrrolidin-3-yl)isonicotinamide COC1=CC2=C(N=C(S2)NC=2C=C(C(=O)N[C@H]3CNCC3)C=CN2)C=C1